O=C1NC(CCC1N1C(C2=CC=CC(=C2C1=O)NC(CNC(COCCNC(OC(C)(C)C)=O)=O)=O)=O)=O tert-butyl (2-(2-((2-((2-(2,6-dioxopiperidin-3-yl)-1,3-dioxoisoindolin-4-yl) amino)-2-oxoethyl)amino)-2-oxoethoxy)ethyl)carbamate